ClC1=NC(=CC(=C1)C(CO)OC[C@H](C(=O)OC(C)(C)C)C(C)C)Cl tert-butyl (2R)-2-((1-(2,6-dichloropyridin-4-yl)-2-hydroxyethoxy)methyl)-3-methylbutanoate